C=1(O)C(O)=CC=CC1.[Pb] lead catechol